N-(cyanomethyl)-5,5,5-trifluoro-pentanamide C(#N)CNC(CCCC(F)(F)F)=O